FC=1C(=NC=C(C1)F)CNC(=O)C1=CN=C(S1)N1CCC(CC1)N1C[C@@H](CCC1)OC N-[(3,5-difluoropyridin-2-yl)methyl]-2-[(3R)-3-methoxy[1,4'-bipiperidin]-1'-yl]-1,3-thiazole-5-carboxamide